C1C(CCCCCCCCCCCCCCCCCC)O1 1,2-epoxyeicosane